9,10-Hentriacontadiene CCCCCCCCC=C=CCCCCCCCCCCCCCCCCCCCC